COP(=S)(OC)OC1=CC=C(C=C1)[N+](=O)[O-] O,O-Dimethyl O-(4-nitrophenyl) phosphorothioate